S1NC=CC1=N isothiazole-5(2H)-imine